phenol hydrochloride salt Cl.C1(=CC=CC=C1)O